CC1(NC(CC(C1)OC(CCC(=O)OC1CC(NC(C1)(C)C)(C)C)=O)(C)C)C bis-(2,2,6,6-tetramethyl-4-piperidinyl)-succinate